7-((5-(difluoromethyl)-6-vinylpyridin-2-yl)oxy)-2-azaspiro[3.5]Nonane-2-carboxylic acid tert-butyl ester C(C)(C)(C)OC(=O)N1CC2(C1)CCC(CC2)OC2=NC(=C(C=C2)C(F)F)C=C